[Br-].C(CCCCCCCCCCC)[N+](C)(C)CCCCCCCCCCCC di-dodecyl-dimethylammonium bromide